8-Bromo-N-[(4-methoxyphenyl)methyl]-N-({1-[(4-methoxyphenyl)methyl]-1H-benzimidazol-2-yl}methyl)-2-(morpholin-4-yl)pyrazolo[1,5-a][1,3,5]triazin-4-amine BrC=1C=NN2C1N=C(N=C2N(CC2=NC1=C(N2CC2=CC=C(C=C2)OC)C=CC=C1)CC1=CC=C(C=C1)OC)N1CCOCC1